(S)-6'-(2-amino-2-cyclopentylacetamido)-2,4-dimethyl-[3,3'-bipyridine] 1-oxide N[C@H](C(=O)NC1=CC=C(C=N1)C=1C(=[N+](C=CC1C)[O-])C)C1CCCC1